acryloyloxypropyl-methyl-ethyl-butyl-ammonium chloride [Cl-].C(C=C)(=O)OCCC[N+](CCCC)(CC)C